STEAROYL GLUTAMAT N[C@@H](CCC(=O)[O-])C(=O)OC(CCCCCCCCCCCCCCCCC)=O